C(C)S(=O)(=O)CC1CN(C1)C=1C=CC(=C2C=C(N=CC12)NC1=NC(=NC=C1)N1C[C@@H]([C@@H](C(C1)(F)F)OC)O)C(C)C (3S,4S)-1-{4-[(8-{3-[(ethanesulfonyl)meth-yl]azetidin-1-yl}-5-(propan-2-yl)isoquinolin-3-yl)amino]pyrimidin-2-yl}-5,5-difluoro-4-methoxypiperidin-3-ol